3-(16-(propylamino)-16-oxohexadecanamido)propanoic acid C(CC)NC(CCCCCCCCCCCCCCC(=O)NCCC(=O)O)=O